2-(2-(1-((R)-1-(2,6-dichloro-3-cyclopropylphenyl)ethyl)-1H-imidazo[4,5-c]pyridin-6-yl)phenyl)-2-hydroxyacetic acid ClC1=C(C(=CC=C1C1CC1)Cl)[C@@H](C)N1C=NC=2C=NC(=CC21)C2=C(C=CC=C2)C(C(=O)O)O